di(isononyl) cyclohexane-1,2-dicarboxylate C1(C(CCCC1)C(=O)OCCCCCCC(C)C)C(=O)OCCCCCCC(C)C